N1C(=NC=C1)C1(CC1)NC(C1=CC(=C(C(=O)N[C@H](C)C2=CC(=NC3=CC=CC=C23)C=2C=NN(C2)C)C=C1)C)=O (R)-N4-(1-(1H-imidazol-2-yl)cyclopropyl)-2-methyl-N1-(1-(2-(1-methyl-1H-pyrazol-4-yl)quinolin-4-yl)ethyl)terephthalamide